ClC1=NC=CC=2C1=NN(C2)C 7-chloro-2-methyl-2H-pyrazolo[3,4-c]pyridine